4-((3-hydroxy-3-methyltetrahydro-2H-pyran-4-yl)oxy)-2-(methylthio)pyrimidine-5-carbonitrile OC1(COCCC1OC1=NC(=NC=C1C#N)SC)C